Methyl 3-(3,5-dichlorophenyl)-4,5-dihydro-1H-benzo[g]indole-2-carboxylate ClC=1C=C(C=C(C1)Cl)C1=C(NC=2C3=C(CCC12)C=CC=C3)C(=O)OC